5-Benzyl-6-(4-(1-methyl-1H-pyrazol-5-yl)cyclohex-3-en-1-yl)pyrimidine C(C1=CC=CC=C1)C=1C=NC=NC1C1CC=C(CC1)C1=CC=NN1C